3,4-dimethylpyrazolium oxalate C(C(=O)[O-])(=O)[O-].CC=1N[NH+]=CC1C.CC=1N[NH+]=CC1C